C(C)(C)(C)C1=C(OCC(=O)NC2=CC(=C(C=C2)O)Cl)C=CC=C1 2-(2-(tert-butyl)phenoxy)-N-(3-chloro-4-hydroxyphenyl)acetamide